FC(C1=CC=CC(=N1)C1=NC(=C2N=CNC2=N1)N1C=CC=2C(=NC=CC21)NC(C)=O)(F)F N-[1-[2-[6-trifluoromethyl-pyridin-2-yl]-9H-purin-6-yl]pyrrolo[3,2-c]pyridin-4-yl]acetamide